1-(5-((3,5-difluoro-2-methoxyphenyl)amino)-7-(methylamino)pyrazolo[1,5-a]pyrimidin-3-yl)-3-methylurea FC=1C(=C(C=C(C1)F)NC1=NC=2N(C(=C1)NC)N=CC2NC(=O)NC)OC